[B-](F)(F)(F)F.CN(C)C(=[N+](C)C)SC1=CC=CC=[N+]1[O-] 2-(1-oxy-pyridin-2-yl)-1,1,3,3-tetramethylisothiouronium tetrafluoroborate